[Cl-].B(O)(O)O.[K+] potassium borate chloride